7-fluoro-2-iodobenzofuran-4-carboxylate FC=1C=CC(=C2C=C(OC21)I)C(=O)[O-]